FC=1C=C(C(=NC1)O)[C@@H]1N(C[C@H](C1)F)C1=NC=2N(C=C1)N=CC2[N+](=O)[O-] 5-fluoro-3-((2R,4S)-4-fluoro-1-(3-nitropyrazolo[1,5-a]pyrimidin-5-yl)pyrrolidin-2-yl)pyridin-2-ol